ethyl (2R)-2-[4-[4-(tert-butoxycarbonylamino)-2-chloro-phenyl]-2-oxo-chromen-7-yl]oxypropanoate C(C)(C)(C)OC(=O)NC1=CC(=C(C=C1)C1=CC(OC2=CC(=CC=C12)O[C@@H](C(=O)OCC)C)=O)Cl